(R)-8-(5-(3-Chlorophenyl)-1,3,4-oxadiazol-2-yl)-9-oxooctahydro-2H-pyrazino[1,2-a]pyrazin ClC=1C=C(C=CC1)C1=NN=C(O1)N1C([C@@H]2N(CCNC2)CC1)=O